1-[[2-[(2S)-2-fluoropropoxy]pyridin-4-yl]methyl]-3-[(1r,3r)-3-(trifluoromethyl)cyclobutyl]urea F[C@H](COC1=NC=CC(=C1)CNC(=O)NC1CC(C1)C(F)(F)F)C